NC1=NC(=CC(=C1)NCCCC)CC1=CC=C(C=C1)C(=O)N1CCN(CC1)C(C)C 2-Amino-4-(butylamino)-6-(4-(4-isopropylpiperazine-1-carbonyl)benzyl)pyridin